methyl 3-(trans-4-aminocyclohexyl)-3-methylbutyrate monohydrochloride Cl.N[C@@H]1CC[C@H](CC1)C(CC(=O)OC)(C)C